FC1([C@H](CN(CC1)[C@H](C(=O)NC1=NC=C(C=C1)F)C)C1CNC(CC1)=O)F (2S)-2-((3S)-4,4-difluoro-6'-oxo-[3,3'-bipiperidin]-1-yl)-N-(5-fluoropyridin-2-yl)propanamide